tert-butyl (3S)-3-({6-methyl-5-[1-methyl-5-(trifluoromethyl)-1H-1,2,4-triazol-3-yl]pyridin-2-yl}amino)pyrrolidine-1-carboxylate CC1=C(C=CC(=N1)N[C@@H]1CN(CC1)C(=O)OC(C)(C)C)C1=NN(C(=N1)C(F)(F)F)C